C(CC([2H])([2H])[2H])(=O)C=1C(=CC(=NC1)NC(=O)C1CC1)NC1=NC(=CC=2C=3C(CN(C12)C)=NN(N3)C)C N-(5-(propanoyl-3,3,3-d3)-4-((2,5,8-trimethyl-4,5-dihydro-2H-[1,2,3]triazolo[4,5-c][1,7]naphthyridin-6-yl)amino)pyridin-2-yl)cyclopropanecarboxamide